C(CCCCCCC)(=O)OC1=C(C=CC(=C1)C=1OC2=CC(=CC(=C2C(C1OC(CCCCCCC)=O)=O)OC(CCCCCCC)=O)OC(CCCCCCC)=O)OC(CCCCCCC)=O [2-octanoyloxy-4-[3,5,7-tri(octanoyloxy)-4-oxo-chromen-2-yl]phenyl]octanoate